(Z)-3-hexenyl-2-hydroxybenzoate C(=C/CCCC)/C=1C(=C(C(=O)[O-])C=CC1)O